C(C(C)C)N(\N=C\C1=CC(=C(C=C1)B(O)O)OC)C=1C2=C(N=C(N1)C)C=CS2 [4-[(E)-[isobutyl-(2-methylthieno[3,2-d]pyrimidin-4-yl)hydrazono]methyl]-2-methoxyphenyl]boronic acid